C(\C=C/C(=O)O)(=O)O (2Z)-but-2-enedioic acid